FC1=CC=CC2=C1OCC(N2C(C)C)=O 8-fluoro-4-isopropyl-2H-benzo[b][1,4]oxazin-3(4H)-one